ClC1=C(C=C(C=C1)F)C1NC(C2=C1C(=CC=1N2C=CN1)NC(C1=CC(=CC(=C1)C(F)(F)F)F)=O)=O N-(3-(2-chloro-5-fluorophenyl)-1-oxo-2,3-dihydro-1H-imidazo[1,2-a]pyrrolo[3,4-e]pyridin-4-yl)-3-fluoro-5-(trifluoromethyl)benzamide